5-(5-methyl-1,3-thiazol-2-yl)benzoic acid CC1=CN=C(S1)C=1C=CC=C(C(=O)O)C1